(S)-2-(3-isopropyl-2-(1H-pyrazolo[3,4-b]pyridin-4-yl)-1H-indol-5-yl)-5-(pyrrolidin-2-ylmethyl)-1,3,4-oxadiazole C(C)(C)C1=C(NC2=CC=C(C=C12)C=1OC(=NN1)C[C@H]1NCCC1)C1=C2C(=NC=C1)NN=C2